4-isopropylpiperidine-1-carboxylic acid tert-butyl ester C(C)(C)(C)OC(=O)N1CCC(CC1)C(C)C